C(C)(C)(C)OC(=O)NC1(CCC1)COC1=C(C(=O)OC)C=C(C=C1)F methyl 2-((1-((tert-butoxycarbonyl) amino) cyclobutyl) methoxy)-5-fluorobenzoate